C(C1=CC=CC=C1)OC=1C=CC2=C(CN(S(O2)(=O)=O)CC2=C(C=CC(=C2)Br)OC)C1 6-(benzyloxy)-3-[(5-bromo-2-methoxyphenyl)methyl]-3,4-dihydro-2H-1,2λ6,3-benzoxathiazine-2,2-dione